1-((2S)-2-((1R,3aS,7aR,E)-4-(bromomethylene)-7a-methyloctahydro-1H-inden-1-yl)Propyl)-4-(trifluoromethyl)piperidin-4-ol Br\C=C/1\[C@H]2CC[C@@H]([C@]2(CCC1)C)[C@@H](CN1CCC(CC1)(O)C(F)(F)F)C